(2s,3r)-2-hydroxy-4-phenyl-3-(2-(quinolin-8-yl)-1H-benzo[d]imidazol-1-yl)butyric acid O[C@H](C(=O)O)[C@@H](CC1=CC=CC=C1)N1C(=NC2=C1C=CC=C2)C=2C=CC=C1C=CC=NC21